BrC=1C=C(C#N)C=C(C1CBr)Cl 3-bromo-4-(bromomethyl)-5-chlorobenzonitrile